2,3-Diethyl-5,6-dimethyl-pyrazin C(C)C1=NC(=C(N=C1CC)C)C